C1C(CCC2CCCCC12)CC(=O)[O-] Decahydro-2-naphthylacetat